C(C)C(CO)(CO)CCCC 2-ethyl-2-Butyl-1,3-Propandiol